methyl 4-bromo-6-chloro-nicotinate BrC1=CC(=NC=C1C(=O)OC)Cl